CC(CCCC(C)=O)CCCC(CCCC(C)C)C 6,10,14-trimethylpentadecanon